C(#N)C1=C(OC=2C=C3C(N(C=NC3=CC2)[C@H]2CCC3(C2)CCN(CC3)C(=O)OC(C)(C)C)=O)C(=CC=C1NS(N(C)CC)(=O)=O)F tert-butyl (3S)-3-[6-[2-cyano-3-[[ethyl(methyl)sulfamoyl]amino]-6-fluoro-phenoxy]-4-oxo-quinazolin-3-yl]-8-azaspiro[4.5]decane-8-carboxylate